CN(C(OC(C)(C)C)=O)C(C)C#CC1=NC(=CC(=C1)C1=C(C=CC(=C1)NC(=O)C1=CC(=NC=C1)C(F)(F)F)C)N1CCOCC1 Tert-butyl N-methyl-N-[4-(4-{2-methyl-5-[2-(trifluoromethyl)pyridine-4-amido]phenyl}-6-(morpholin-4-yl)pyridin-2-yl)but-3-yn-2-yl]carbamate